BrC=1C=C2C(=C(C(N(C2=CC1OC)C)=O)C#N)Cl 6-bromo-4-chloro-7-methoxy-1-methyl-2-oxo-1,2-dihydroquinoline-3-carbonitrile